(S)-N-(2-(2-Hydroxypropan-2-yl)-2-methyl-6-morpholino-2,3-dihydrobenzofuran-5-yl)pyrazolo[1,5-a]pyrimidine-3-carboxamide OC(C)(C)[C@]1(OC2=C(C1)C=C(C(=C2)N2CCOCC2)NC(=O)C=2C=NN1C2N=CC=C1)C